1-(2,4,6-trimethylphenyl)-3-(cyclododecyl)imidazolium chloride [Cl-].CC1=C(C(=CC(=C1)C)C)N1C=[N+](C=C1)C1CCCCCCCCCCC1